3,9-bis[2-[3-(3-tert-butyl-4-hydroxy-5-methylphenyl)-propionyloxy]-1,1-dimethylethyl]-2,4,8,10-tetraoxaspiro[5.5]undecane C(C)(C)(C)C=1C=C(C=C(C1O)C)CCC(=O)OCC(C)(C)C1OCC2(CO1)COC(OC2)C(COC(CCC2=CC(=C(C(=C2)C)O)C(C)(C)C)=O)(C)C